(3-(7-butyl-1,3,6,8-tetraoxo-3,6,7,8-tetrahydrobenzo[lmn]-[3,8]phenanthroline-2(1H)yl)propyl)phosphonic acid C(CCC)N1C(C=2C=3C=4C(C(N(C(C4C=CC3C1=O)=O)CCCP(O)(O)=O)=O)=CC2)=O